3-bromo-2-(methoxymethyl)benzoyl-hydrazine BrC=1C(=C(C(=O)NN)C=CC1)COC